3-((1-methyl-7-nitro-1H-indazol-3-yl)amino)propanoic acid methyl ester COC(CCNC1=NN(C2=C(C=CC=C12)[N+](=O)[O-])C)=O